3-((4-(2-((2,6-dimethylpyrimidin-4-yl)amino)pyrazolo[1,5-a]pyridin-5-yl)-6-methylpyridin-3-yl)oxy)propane-1,2-diamine CC1=NC(=CC(=N1)NC1=NN2C(C=C(C=C2)C2=C(C=NC(=C2)C)OCC(CN)N)=C1)C